S(N)(=O)(=O)C=1C=C(C=CC1)NC(=O)C=1C=C2C(=NC1)CCO2 N-(3-sulfamoylphenyl)-2,3-dihydrofuro[3,2-b]Pyridine-6-carboxamide